C(C)(C)C1=C(NC2=CC=C(C=C12)C(C(=O)NCCC1CNCCC1)(C)C)C1=CC(=NC=C1)C 2-(3-isopropyl-2-(2-methylpyridin-4-yl)-1H-indol-5-yl)-2-methyl-N-(2-(piperidin-3-yl)ethyl)propionamide